CSC1=CC=C(OC2=CC=C(C(=O)NCC(=O)OC)C=C2)C=C1 methyl (4-(4-(methylthio)phenoxy)benzoyl)glycinate